C(C)(C)(C)S(=O)\N=C\C1=CC=C(C(=O)OC)C=C1 Methyl (E)-4-(((tert-butylsulfinyl)imino)methyl)benzoate